FC(F)(F)C12CC(C1)C2 (trifluoromethyl)bicyclo[1.1.1]pentan